C1(CC1)C1=NC=NC(=C1C=1N=CC2=C(N1)N(C(=C2)I)S(=O)(=O)C2=CC=CC=C2)OC 2-(4-cyclopropyl-6-methoxypyrimidin-5-yl)-6-iodo-7-(phenylsulfonyl)-7H-pyrrolo[2,3-d]pyrimidine